3-(1'-benzyl-1'h-[1,4'-bipyrazole]-4-yl)-5-fluorobenzyl-carbamic acid tert-butyl ester C(C)(C)(C)OC(NCC1=CC(=CC(=C1)F)C=1C=NN(C1)C=1C=NN(C1)CC1=CC=CC=C1)=O